NS(=O)(=O)C=1C=C(C=CC1C)NC1=NC=C(C(=N1)NC1=CC(=C(C(=C1)OC)OC)OCC#N)F N2-(3-Aminosulphonyl-4-methylphenyl)-N4-(3-cyanomethoxy-4,5-dimethoxyphenyl)-5-fluoro-2,4-pyrimidinediamine